C(=O)O.C(C)N1C[C@@H](CCC1)NC1=NN=C(C=2N1C=CC2)C2=C(C=C(C=C2)C(F)(F)F)O 2-(4-{[(3R)-1-ethylpiperidin-3-yl]amino}pyrrolo[1,2-d][1,2,4]triazin-1-yl)-5-(trifluoromethyl)phenol formate salt